(1R,4R)-4-(4-(cyclopentylmethyl)piperazin-1-yl)cyclohexan-1-amine C1(CCCC1)CN1CCN(CC1)C1CCC(CC1)N